FC1=C(C=C(C(=C1)CNC(C1=C(C=CC=C1)OC)=O)C)C1=NN2C(NC3=C(CC2)C=C(C=C3)N3CCNCC3)=C1C(=O)N 2-(2-fluoro-4-((2-methoxybenzamido)methyl)-5-methylphenyl)-7-(piperazin-1-yl)-9,10-dihydro-4H-benzo[d]pyrazolo[1,5-a][1,3]diazepine-3-carboxamide